OC=1C=C(C=C(C1)O)S(=O)(=O)[O-].[Na+] sodium 3,5-dihydroxybenzenesulfonate